1,2-diethylimidazole C(C)N1C(=NC=C1)CC